C(CCCCCCCC)C1=C(C=CC=C1)OP(OC1=C(C=CC=C1)CCCCCCCCC)(O)=O di(nonylphenyl)phosphoric acid